C(C)NC(CCC1=C(N(C2=CC=C(C=C12)C)C)C)=O N-ethyl-3-(1,2,5-trimethyl-1H-indol-3-yl)propionamide